methyl 4-[2-[2-[2-[2-[4-(2,4-dioxohexahydropyrimidin-1-yl)phenyl]ethoxy]ethoxy]ethoxy]ethoxy]piperidine-1-carboxylate O=C1N(CCC(N1)=O)C1=CC=C(C=C1)CCOCCOCCOCCOC1CCN(CC1)C(=O)OC